phenyl-(m-tolyl)iodonium tetrafluoroborate F[B-](F)(F)F.C1(=CC=CC=C1)[I+]C=1C=C(C=CC1)C